10,11-Dihydrofarnesol CC(C)CCC/C(=C/CC/C(=C/CO)/C)/C